tert-butyl (Z)-(3-fluoro-2-(((2-(((2-(trifluoromethyl)pyridin-4-yl)methyl)amino)benzo[d]oxazol-6-yl)oxy)methyl)allyl)carbamate F\C=C(\CNC(OC(C)(C)C)=O)/COC1=CC2=C(N=C(O2)NCC2=CC(=NC=C2)C(F)(F)F)C=C1